methyl 2-(aminomethyl)-6-chloro-4,5-dimethylnicotinate NCC1=C(C(=O)OC)C(=C(C(=N1)Cl)C)C